3-bromo-6-(1-Cyanocyclopropyl)pyrazolo[1,5-a]pyridine-2-carboxylic acid BrC=1C(=NN2C1C=CC(=C2)C2(CC2)C#N)C(=O)O